C(#N)C=1N=CN(C1)C1=CC(=C(C=C1)C1=CC=C(N=N1)N([C@@H]1[C@@H]([C@H]2CC[C@@H](C1)N2C(=O)OC(C)(C)C)F)C)O (1R,2S,3S,5S)-tert-butyl 3-((6-(4-(4-cyano-1H-imidazol-1-yl)-2-hydroxyphenyl) pyridazin-3-yl) (methyl) amino)-2-fluoro-8-azabicyclo[3.2.1]Octane-8-carboxylate